OC=1C=C(C(=O)O)C=CC1O 3,4-dihydroxyl-benzoic acid